CC(C)(CCCC)S(=O)NC(C1=CC=CC=C1)(C1=CC=CC=C1)C1=CC=CC=C1 2-methyl-N-tritylhexane-2-sulfinamide